tetrahydro-2-oxo-3-furanacetic acid O=C1OCCC1CC(=O)O